Cl.FC1=C(C=C2C=CC=NC2=C1)C=N 7-fluoro-6-quinolinylmethyleneamine hydrochloride